ClC1=C(C=CC=C1C=1C=C2C(N(C=NN2C1)CCN1CCN(CC1)C)=O)C1=C(C(=CC=C1)C=1C=C2C(N(C=NN2C1)CCN1CCN(CC1)C)=O)Cl 6,6'-(2,2'-dichloro-[1,1'-biphenyl]-3,3'-diyl)bis(3-(2-(4-methylpiperazin-1-yl)ethyl)pyrrolo[2,1-f][1,2,4]triazin-4(3H)-one)